[(4-phenoxyphenyl)formamido]acetic acid O(C1=CC=CC=C1)C1=CC=C(C=C1)C(=O)NCC(=O)O